ethyl 5-methyloxazole-2-carboxylate CC1=CN=C(O1)C(=O)OCC